(R)-6-(4-(3-((3-oxo-4-(trifluoromethyl)-3,5,6,7-tetrahydro-2H-cyclopenta[c]pyridazin-7-yl)amino)propanoyl)piperazin-1-yl)nicotinonitrile O=C1C(=C2C(=NN1)[C@@H](CC2)NCCC(=O)N2CCN(CC2)C2=NC=C(C#N)C=C2)C(F)(F)F